ethyl-(4-methylphenyl)phosphinic acid C(C)P(O)(=O)C1=CC=C(C=C1)C